dimethyl [4,4'-bipyridine]-2,2'-dicarboxylate N1=C(C=C(C=C1)C1=CC(=NC=C1)C(=O)OC)C(=O)OC